NC1C2SCC=C(N2C1=O)C(=O)O 7-amino-8-oxo-5-thia-1-azabicyclo[4.2.0]oct-2-ene-2-formic acid